BrC=1C=NN(C1)C(CO)C1=CC=CC=C1 2-(4-bromo-1H-pyrazol-1-yl)-2-phenylethanol